C1NCC2=CC(=CC=C12)COC1=CC=C2C=NC(=NC2=C1)NC1=C(C=C2CCN(CC2=C1)C)OC 7-[(2,3-dihydro-1H-isoindol-5-yl)methoxy]-N-(6-methoxy-2-methyl-1,2,3,4-tetrahydroisoquinolin-7-yl)-quinazolin-2-amine